tert-butyl (2-(2-bromo-2-methylpropanamido)ethyl)carbamate BrC(C(=O)NCCNC(OC(C)(C)C)=O)(C)C